C(C)OC1=CC=C(C=N1)C1=NC(=CC=C1)C(=O)NOCC=1C(=NC=C(C1)OC)F 6'-ethoxy-N-((2-fluoro-5-methoxypyridin-3-yl)methoxy)-[2,3'-bipyridine]-6-carboxamide